C1(CC1)C1=NC(=NC(=C1)N1C=NC=C1)C(=O)NC1CCC(CC1)OC 4-cyclopropyl-6-(1H-imidazol-1-yl)-N-((1r,4r)-4-methoxycyclohexyl)pyrimidine-2-carboxamide